C[C@@H]1CCC(N1)=O (3R,5R)-5-methyl-2-oxopyrrolidin